benzselenophenopyridine N1=CC=CC2=C1C1=C([Se]2)C=CC=C1